COCCOCCOCCOC=1C=C(C(=O)Cl)C=C(C1OCCOCCOCCOC)OCCOCCOCCOC 3,4,5-tris(2-(2-(2-methoxyethoxy)ethoxy)ethoxy)benzoyl chloride